C1(C=CC=C1)[Mg]C1C=CC=C1 bis(cyclopentadienyl)-magnesium